(R)-4-ethoxy-N-(8-fluoro-2-methylimidazo[1,2-a]pyridin-6-yl)-2-(3-(methylamino)pyrrolidin-1-yl)pyrimidine-5-carboxamide formate C(=O)O.C(C)OC1=NC(=NC=C1C(=O)NC=1C=C(C=2N(C1)C=C(N2)C)F)N2C[C@@H](CC2)NC